OCCCCCCO[C@H]1CC[C@H]2[C@@H]3CC[C@H]4CC(CC[C@@]4([C@H]3CC[C@]12C)C)=O (5S,8R,9S,10S,13S,14S,17S)-17-(6-hydroxyhexyloxy)-10,13-dimethyl-tetradecahydro-1H-cyclopenta[a]phenanthren-3(2H)-one